CS(=O)(=O)CCC(=O)N1C(C2=CC(=CC=C2CC1)OC1=CC=C(C=C1)C(F)(F)F)C1CCOCC1 3-(methylsulfonyl)-1-(1-(tetrahydro-2H-pyran-4-yl)-7-(4-(trifluorometh-yl)phenoxy)-3,4-dihydro-isoquinolin-2(1H)-yl)-propan-1-one